N-(3,5-difluorobenzyl)-2-iodobenzamide FC=1C=C(CNC(C2=C(C=CC=C2)I)=O)C=C(C1)F